4,4'-methylenebis(2-ethylbenzenamine) C(C1=CC(=C(C=C1)N)CC)C1=CC(=C(C=C1)N)CC